C(C)N1C(NC2=C(C1=O)SC(=C2)CN2CCN(CC2)C=2C(=NC1=C(N=CC=C1C2)NC)C)=O 3-ethyl-6-((4-(2-methyl-8-(methylamino)-1,7-naphthyridin-3-yl)piperazin-1-yl)methyl)thieno[3,2-d]pyrimidine-2,4(1H,3H)-dione